N,N-diphenylaminoethyl-amine hydroiodide I.C1(=CC=CC=C1)NN(NC1=CC=CC=C1)CC